NCC1=CC(=C2CCN(C(C2=C1)=O)[C@@H](C)C1=CC(=C(C=C1)F)C)C=1C(=NN(C1)C)C(F)(F)F (S)-7-(aminomethyl)-2-(1-(4-fluoro-3-methylphenyl)ethyl)-5-(1-methyl-3-(trifluoromethyl)-1H-pyrazol-4-yl)-3,4-dihydroisoquinolin-1(2H)-one